N-methylYl-3-(5-methyl-1,3,4-oxadiazol-2-yl)benzenesulfonamide C=NS(=O)(=O)C1=CC(=CC=C1)C=1OC(=NN1)C